2-(3,4-dichlorophenyl)-6-[[3-(ethoxymethyl)pyrazol-1-yl]methyl]-1-ethyl-4-oxo-pyridine-3-carboxylic acid ClC=1C=C(C=CC1Cl)C=1N(C(=CC(C1C(=O)O)=O)CN1N=C(C=C1)COCC)CC